[OH-].C(CCC)[N+]1(CCCCC1)C 1-Butyl-1-methylpiperidinium Hydroxide